FC=1C=C2CCN(C2=CC1)C=1C2=C(N=CN1)C=C(N2COCC[Si](C)(C)C)C(=O)OCC ethyl 4-(5-fluoroindolin-1-yl)-5-(2-trimethylsilylethoxymethyl)-pyrrolo[3,2-d]pyrimidine-6-carboxylate